1,3-diethyl-6-[(piperidin-4-yl)carbamoyl]-1H-1,3-benzodiazol-3-ium C(C)N1C=[N+](C2=C1C=C(C=C2)C(NC2CCNCC2)=O)CC